3-(5-(4,4-difluoropiperidin-1-carbonyl)-1H-pyrrolo[2,3-b]pyridin-1-yl)benzonitrile FC1(CCN(CC1)C(=O)C=1C=C2C(=NC1)N(C=C2)C=2C=C(C#N)C=CC2)F